BrC=1C=NN2C1C=CC(=C2)OC2CCN(CC2)C2COC2 3-bromo-6-[1-(oxetan-3-yl)piperidin-4-yl]oxypyrazolo[1,5-a]pyridine